C(C)(C)OC(=O)C1(CCC(CC1)N1N=C2C=C(C(=CC2=C1)NC(=O)C1=NC(=CC=C1)C(F)(F)F)C(F)F)C(=O)O.C1=C(C=CC=2SC3=C(C21)C=CC=C3)C=3C=C(C=CC3)N3C2=CC=CC=C2C=2C=CC=CC32 9-[3-(dibenzothiophen-2-yl)phenyl]-9H-carbazole Isopropoxycarbonyl-4-[6-(difluoromethyl)-5-[[6-(trifluoromethyl)pyridine-2-carbonyl]amino]indazol-2-yl]cyclohexanecarboxylate